C12CNCC2N1 3,6-diazabicyclo[3.1.0]hexane